(2R,3S,4S,5R,6R)-2-((E)-(((R)-tert-butylsulfinyl)imino)methyl)-6-(pent-4-en-1-ylthio)tetrahydro-2H-pyran-3,4,5-triyl triacetate C(C)(=O)O[C@H]1[C@H](O[C@@H]([C@@H]([C@H]1OC(C)=O)OC(C)=O)SCCCC=C)/C=N/[S@](=O)C(C)(C)C